VinylAlcohol C(=C)O